FC(C=1C=C(\C=C/[C@@H]2CN(CC2)C(C=C)=O)C=CC1)(F)F |o1:7| (R*,Z)-1-(3-(3-(trifluoromethyl)styryl)pyrrolidin-1-yl)prop-2-en-1-one